4-phenylbut-3-yn-2-one oxime C1(=CC=CC=C1)C#CC(C)=NO